2-[4-({(3-Methoxy-2-methylbenzyl)[1-(tetrahydro-2H-pyran-2-yl)-1H-indazol-6-yl]amino}carbonyl)-1,5-dimethyl-1H-pyrrol-2-yl]-4-nitrobenzoic acid COC=1C(=C(CN(C(=O)C=2C=C(N(C2C)C)C2=C(C(=O)O)C=CC(=C2)[N+](=O)[O-])C2=CC=C3C=NN(C3=C2)C2OCCCC2)C=CC1)C